C(C)(C)(C)OC(=O)N1CCN(CC1)C1=C(C(=O)O)C=C(C=C1)F 2-(4-(tert-butoxycarbonyl)piperazin-1-yl)-5-fluorobenzoic acid